The molecule is a glutathione conjugate in which the mercapto hydrogen of glutathione has been replaced by a (2-phenylethyl)carbamothioyl group. It is a glutathione conjugate and a dithiocarbamic ester. It derives from a phenethyl isothiocyanate. It is a conjugate acid of a S-[(2-phenylethyl)carbamothioyl]glutathione(1-). C1=CC=C(C=C1)CCNC(=S)SC[C@@H](C(=O)NCC(=O)O)NC(=O)CC[C@@H](C(=O)O)N